diisopropylmethyldiethylenetriamine C(C)(C)C(N(C)C(C)C)CNCCN